BrC=1N=C/C(/NC1)=N\NC(CC=1N=C2N(C=C(C=C2N2C(N(C(C2)=O)C)=O)C2CC2)C1)=O (E)-N'-(5-bromopyrazin-2(1H)-ylidene)-2-(6-cyclopropyl-8-(3-methyl-2,4-dioxoimidazolidin-1-yl)imidazo[1,2-a]pyridin-2-yl)acetohydrazide